FC(C1=NC(=NO1)C1=CC2=C(CN(CC2)C(=O)NC2=CC=C(C=C2)C(F)(F)F)S1)(F)F 2-(5-(trifluoromethyl)-1,2,4-oxadiazol-3-yl)-N-(4-(trifluoromethyl)phenyl)-4,7-dihydrothieno[2,3-c]pyridine-6(5H)-carboxamide